S1C(=NC2=C1C=CC=C2)CN2C1=C(OCC2=O)C=CC(=C1)C(=O)NO 4-(benzo[d]thiazol-2-ylmethyl)-N-hydroxy-3-oxo-3,4-dihydro-2H-benzo[b][1,4]oxazine-6-carboxamide